(3S,4R)-3-((dimethylamino)methyl)-4-(3-methoxyphenyl)piperidin-4-ol hydrochloride Cl.CN(C)C[C@@H]1CNCC[C@]1(O)C1=CC(=CC=C1)OC